2-(2-hydroxy-5-n-octylphenyl)benzotriazole OC1=C(C=C(C=C1)CCCCCCCC)N1N=C2C(=N1)C=CC=C2